C2,4-dinitrofluorobenzene [N+](=O)([O-])C1=C(C=CC(=C1)[N+](=O)[O-])F